ClC1=CC(=CC=2NC=NC21)Cl 4,6-dichloro-1H-1,3-benzodiazole